N4-(3-chloro-2-fluorophenyl)-7-((1,3-dimethylpiperidin-3-yl)ethynyl)quinazoline-4,6-diamine ClC=1C(=C(C=CC1)NC1=NC=NC2=CC(=C(C=C12)N)C#CC1(CN(CCC1)C)C)F